tert-Butyl (4-hydroxy-2,2-dimethylbutyl)carbamate OCCC(CNC(OC(C)(C)C)=O)(C)C